methyl (2R)-3-(7-methyl-1H-indazol-5-yl)-2-{[(2'-oxo-1',2'-dihydro-1H-spiro[piperidine-4,4'-pyrido[2,3-d][1,3]oxazin]-1-yl)carbonyl]amino}propanoate CC=1C=C(C=C2C=NNC12)C[C@H](C(=O)OC)NC(=O)N1CCC2(C3=C(NC(O2)=O)N=CC=C3)CC1